(Z)-5-(2-(1-(4-isopropylbenzylidene)-2-methyl-1H-inden-3-yl)ethyl)-1H-tetrazole C(C)(C)C1=CC=C(\C=C/2\C(=C(C3=CC=CC=C23)CCC2=NN=NN2)C)C=C1